6-tert-butoxycarbonyl-6-azaspiro[3.4]octane-7-carboxylic acid C(C)(C)(C)OC(=O)N1CC2(CCC2)CC1C(=O)O